C(=O)(O)CCCCCN1\C(\C(C=2C3=C(C=CC12)C=CC=C3)(C)C)=C\C=C\C=C\C=C\C3=[N+](C=1C=CC2=C(C1C3(C)C)C=CC=C2)CCCCS(=O)(=O)[O-] 4-(2-((1E,3E,5E,7E)-7-(3-(5-carboxypentyl)-1,1-dimethyl-1,3-dihydro-2H-benzo[e]indol-2-ylidene)hepta-1,3,5-trien-1-yl)-1,1-dimethyl-1H-benzo[e]indol-3-ium-3-yl)butane-1-sulfonate